N-(5-(2,6-Difluoro-4-methoxyphenyl)-2-(6-(1-(2-hydroxyethyl)piperidin-3-yl)-4-methoxypyridin-2-yl)-1-methyl-3-oxo-2,3-dihydro-1H-pyrazol-4-yl)-4-(difluoromethoxy)benzamide FC1=C(C(=CC(=C1)OC)F)C1=C(C(N(N1C)C1=NC(=CC(=C1)OC)C1CN(CCC1)CCO)=O)NC(C1=CC=C(C=C1)OC(F)F)=O